2-(4-methoxyphenyl)isonicotinaldehyde COC1=CC=C(C=C1)C=1C=C(C=O)C=CN1